4-(4-methylpiperazin-1-yl)piperidine-1-carboxylic acid CN1CCN(CC1)C1CCN(CC1)C(=O)O